1-[2-cyano-4-(trifluoromethyl)phenyl]-4-{2'-ethoxy-[2,3'-bipyridine]-5-yl}piperidine C(#N)C1=C(C=CC(=C1)C(F)(F)F)N1CCC(CC1)C=1C=CC(=NC1)C=1C(=NC=CC1)OCC